N-(fluorodichloro-methylthio)-phthalimide FC(SN1C(C=2C(C1=O)=CC=CC2)=O)(Cl)Cl